ClC1=NC(=C(C=C1OC)F)I 2-Chloro-5-fluoro-6-iodo-3-methoxypyridine